C(=CC)SSCCC propyl propenyl disulphide